COC1=NC=C(C=C1C(CC)C1=NC(=C2N=CNC2=N1)N)C=1C=C2C(=NNC2=NC1)N1CC=NC=C1.[N] (S)-nitrogen-(1-(2-methoxy-5-(3-(pyrazine-4-yl)-1H-7-azaindazol-5-yl)pyridine-3-yl)propyl)-9H-purine-6-Amine salt